2-[[5-(4-Methylphenyl)-2-furanyl]methylene]-1H-indene-1,3(2H)-dione CC1=CC=C(C=C1)C1=CC=C(O1)C=C1C(C2=CC=CC=C2C1=O)=O